[Si](C1=CC=CC=C1)(C1=CC=CC=C1)(C(C)(C)C)OC[C@@H]1CC2=C(N([C@H](C(N1)=O)C(C)C)C)C=C(C=C2)O[C@@](CNC(OC(C)(C)C)=O)(CC)C |o1:37| tert-butyl ((R*)-2-(((2S,5S)-5-(((tert-butyldiphenylsilyl)oxy)methyl)-2-isopropyl-1-methyl-3-oxo-1,2,3,4,5,6-hexahydrobenzo[e][1,4]diazocin-9-yl)oxy)-2-methylbutyl)carbamate